C1(CC1)COC(=O)N1CCN(CC1)C1=CC(=C2C(=N1)C(=CS2)C(NC)=O)C(F)(F)F 4-(3-(methylcarbamoyl)-7-(trifluoromethyl)thieno[3,2-b]pyridin-5-yl)piperazine-1-carboxylic acid cyclopropylmethyl ester